COC1=C(C(=CC=C1)C(F)(F)F)C1=CC2=C(C=N1)NC(N2CC2=CC=C(C=C2)C=2N(C=C(N2)C(F)(F)F)C)=O 6-(2-Methoxy-6-(trifluoromethyl)phenyl)-1-(4-(1-methyl-4-(trifluoromethyl)-1H-imidazol-2-yl)benzyl)-1,3-dihydro-2H-imidazo[4,5-c]pyridin-2-one